C1(CCC(N1N1C(C=CC=C1)SSCCC(C(=O)[O-])S(=O)(=O)O)=O)=O N-succinimidyl-4-(2-pyridyldithio)-2-sulphobutyrate